8,18-bis(6-amino-9H-purin-9-yl)-9-fluoro-3,12-disulfanyl-2,4,7,11,13,16-hexaoxa-3λ5,12λ5-diphosphatricyclo[13.3.0.06,10]octadecane-3,12-dione NC1=C2N=CN(C2=NC=N1)C1OC2COP(OC3C(COC3COP(OC2C1F)(=O)S)N1C2=NC=NC(=C2N=C1)N)(=O)S